methyl cyclohexyl-sulfonate bis(2-butyloctyl)10-(N-((1-methylpiperidin-3-yl)methyl)octylsulfonamido)nonadecanedioate C(CCC)C(COC(CCCCCCCCC(CCCCCCCCC(=O)OCC(CCCCCC)CCCC)N(S(=O)(=O)CCCCCCCC)CC1CN(CCC1)C)=O)CCCCCC.C1(CCCCC1)S(=O)(=O)OC